CN([C@@H]1CN(CC1)C=1N=CC2=C(N1)SC(=C2)C(=O)NC=2C=C(C=1N(C2)C=C(N1)C)F)C 2-[(3S)-3-(dimethylamino)pyrrolidin-1-yl]-N-(8-fluoro-2-methyl-imidazo[1,2-a]pyridin-6-yl)thieno[2,3-d]pyrimidine-6-carboxamide